2-(2-chloro-4-fluorophenoxy)ethan-1-one ClC1=C(OCC=O)C=CC(=C1)F